C1(=CC=CC=C1)N1C=NC(=C1C1=CC=CC=C1)C1=CC=CC=C1 3,4,5-triphenyl-imidazole